4-(((tetrahydro-2H-pyran-2-yl)oxy)methyl)bicyclo[2.2.2]octane O1C(CCCC1)OCC12CCC(CC1)CC2